CC1=NOC(=C1C=1C=C(C=CC1OC[C@@H]1NCCCC1)NC(=O)C1=CC(=NN1C)CC)C (R)-N-(3-(3,5-dimethylisoxazol-4-yl)-4-(piperidin-2-ylmethoxy)phenyl)-3-ethyl-1-methyl-1H-pyrazole-5-carboxamide